N[C@@H](CCCCN)C(=O)O βZ-L-lysine